BrC1=CC(N(C=C1OC1=C(C=C(C=C1C)F)C)C1CCN(CC1)C)=O 4-bromo-5-(4-fluoro-2,6-dimethylphenoxy)-1-(1-methylpiperidin-4-yl)pyridin-2(1H)-one